(S)-1'-(5-((2-amino-3-chloropyridin-4-yl)thio)-1H-imidazo[4,5-b]pyrazin-2-yl)-5,7-dihydrospiro[cyclopenta[b]pyridine-6,4'-piperidin]-5-amine NC1=NC=CC(=C1Cl)SC=1N=C2C(=NC1)NC(=N2)N2CCC1(CC2)[C@@H](C=2C(=NC=CC2)C1)N